COC=1C=C(C2=CC=CC=C2C1)C1(CC1)C=1C(=C(C(=O)N)C=C(C1)OCC1NCCC1)C (1-(3-Methoxynaphthalen-1-yl)cyclopropyl)-2-methyl-5-(pyrrolidin-2-ylmethoxy)benzamide